C=1N=CN2C1C1=CC=CC=C1[C@@H]2[C@@H]2[C@H](C=1C=CN=CC1CC2)O (5R,6R)-6-((S)-5H-Imidazo[5,1-a]isoindol-5-yl)-5,6,7,8-tetrahydroisochinolin-5-ol